ethyl 4-[[(1R)-1-(3,6-dimethyl-2-morpholino-4-oxo-quinazolin-8-yl)ethyl] amino]pyrimidine-5-carboxylate CN1C(=NC2=C(C=C(C=C2C1=O)C)[C@@H](C)NC1=NC=NC=C1C(=O)OCC)N1CCOCC1